C(=O)([O-])OC(=O)[O-] dicarbonate